C1(CC1)CN1N=C(C=C1)S(=O)(=O)N(CC1=CC=C(C=C1)OC)CC1=CC=C(C=C1)OC 1-(cyclopropylmethyl)-N,N-bis(4-methoxybenzyl)-1H-pyrazole-3-sulfonamide